COC=1C=C2C(=CC=NC2=CC1OC)OC1=CC=C(C=C1)N1C(N(CC1=O)C1=CC(=CC(=C1)C(F)(F)F)OCCN1CCS(CC1)(=O)=O)=O 3-{4-[(6,7-dimethoxy-4-quinolinyl)oxy]phenyl}-1-{3-[2-(1,1-dioxido-4-thiomorpholinyl)ethoxy]-5-(trifluoromethyl)phenyl}-2,4-imidazolidinedione